2-amino-1-(4-bromophenethyl)-7-methoxy-1H-benzo[d]Imidazole-5-carbonitrile NC1=NC2=C(N1CCC1=CC=C(C=C1)Br)C(=CC(=C2)C#N)OC